Butyl (2-(1-amino-10H-phenothiazine-3-carboxamido)ethyl)carbamate NC1=CC(=CC=2SC3=CC=CC=C3NC12)C(=O)NCCNC(OCCCC)=O